C(C)ON1C(C=CC(=C1)OC)[C@@H](CS(=O)(=O)C)NC1=NC=C(C(=C1[N+](=O)[O-])C)C1=C(C=CC=C1)F (S)-N-(1-(1-ethoxy-5-methoxypyridin-2-yl)-2-(methylsulfonyl)ethyl)-5-(2-fluorophenyl)-4-methyl-3-nitropyridin-2-amine